NC1=NN2C(N=C(C=C2)C=2C=C3CN(C(C3=C(C2)O[C@H]2C(NCC2)=O)=O)[C@@H](C)C2CC2)=C1C(=O)NC1CC1 2-amino-N-cyclopropyl-5-{2-[(1S)-1-cyclopropylethyl]-1-oxo-7-[(3R)-oxopyrrolidin-3-yloxy]-2,3-dihydro-1H-isoindol-5-yl}pyrazolo[1,5-a]pyrimidine-3-carboxamide